C1(=CC=CC=C1)C1OC=C(N1C1=CC=CC=C1)C1=CC=CC=C1 2,3,4-triphenyl-2,3-dihydro-oxazole